8-(2,4-dichlorophenyl)-9-(4-((1-(3-fluoropropyl)azetidin-3-yl)methyl)phenyl)-6,7-dihydro-5H-benzo[7]annulene-3-carboxylic acid ClC1=C(C=CC(=C1)Cl)C=1CCCC2=C(C1C1=CC=C(C=C1)CC1CN(C1)CCCF)C=CC(=C2)C(=O)O